2-(4-(4-bromo-1-(4-(2-methoxy-2-oxoethyl)benzyl)-1H-benzo[d]Imidazol-2-yl)phenyl)acetic acid methyl ester COC(CC1=CC=C(C=C1)C1=NC2=C(N1CC1=CC=C(C=C1)CC(=O)OC)C=CC=C2Br)=O